IC=1C=C2C(=CC1)C(N(CC21CC1)CC(=O)OC)=O methyl 2-(6-iodo-1-oxo-spiro[3H-isoquinoline-4,1'-cyclopropane]-2-yl)acetate